C(C=C)C(CCCCCCCCCC)[Si]1(O[SiH2]O[SiH2]O[SiH2]O[SiH2]O[SiH2]O1)C 1-allyl-undecyl-methyl-cyclohexasiloxane